ClC1=NC(=CC2=C1N=CN=C2NCC(C(F)(F)F)(C)C)N 8-chloro-N4-(3,3,3-trifluoro-2,2-dimethylpropyl)pyrido[3,4-d]pyrimidine-4,6-diamine